5-chloro-2-[[6-chloro-3-(4-fluoro-1-piperidyl)-4-quinolyl]amino]benzoic acid ClC=1C=CC(=C(C(=O)O)C1)NC1=C(C=NC2=CC=C(C=C12)Cl)N1CCC(CC1)F